tert-butyl 2-(piperidin-4-ylmethoxy)acetate N1CCC(CC1)COCC(=O)OC(C)(C)C